6-(2-cyano-4-fluorophenyl)-8-methyl-N-(1,1,1-trifluoropropan-2-yl)imidazo[1,2-b]pyridazine-3-carboxamide C(#N)C1=C(C=CC(=C1)F)C=1C=C(C=2N(N1)C(=CN2)C(=O)NC(C(F)(F)F)C)C